N-(2-Chloro-4-(trifluoromethyl)phenyl)-2-(2-(cyclohept-1-en-1-yl)-5-ethyl-7-oxo-6-(piperazin-1-yl)-[1,2,4]triazolo[1,5-a]pyrimidin-4(7H)-yl)acetamide ClC1=C(C=CC(=C1)C(F)(F)F)NC(CN1C=2N(C(C(=C1CC)N1CCNCC1)=O)N=C(N2)C2=CCCCCC2)=O